The molecule is the anion formed from 6-methyl-7-oxo-8-(1-D-ribityl)lumazine by removal of a proton from the nitrogen at position 3 (i.e. between the oxo groups). It is the major species at physiological pH. It derives from a lumazine and a ribitol. It is a conjugate base of a 6-methyl-7-oxo-8-(1-D-ribityl)lumazine (2-oxo tautomer). It is a tautomer of a 6-methyl-7-oxo-8-(1-D-ribityl)lumazine (2-hydroxy tautomer)(1-). CC1=NC2=C(N=C(NC2=O)[O-])N(C1=O)C[C@@H]([C@@H]([C@@H](CO)O)O)O